O=N[C@@H](CCCC)C(=O)O oxo-L-norleucine